methyl 5-[2-(2-{[(2-fluorophenyl)(methyl)oxo-λ6-sulfanylidene]amino}phenyl)ethynyl]pyridine-2-carboxylate FC1=C(C=CC=C1)S(=O)(C)=NC1=C(C=CC=C1)C#CC=1C=CC(=NC1)C(=O)OC